C1(=C(C(=C(C(=C1[2H])[2H])[2H])[2H])[2H])C1=NC(=NC2=C(C(=C(C(=C12)[2H])[2H])[2H])[2H])B(O)O 4-(phenyl-d5)quinazoline-5,6,7,8-d4-2-boronic acid